[C@H]1(C[C@@H](C=C1)NC(OCC=C)=O)NC(OC(C)(C)C)=O tert-butyl prop-2-en-1-yl (1R,3S)-cyclopent-4-ene-1,3-diylbiscarbamate